methyl 4-(acetamidooxy)benzoate C(C)(=O)NC1=CC=C(C(=O)OC)C=C1